(6R)-6-{[2-(1-methyl-1H-pyrazol-4-yl)[1,2,4]triazolo[1,5-c]quinazolin-5-yl]amino}-1,4-diazacycloheptan-5-one CN1N=CC(=C1)C1=NN2C(=NC=3C=CC=CC3C2=N1)N[C@H]1C(NCCNC1)=O